C(#N)C1=NN(C(=C1)C)C1=NC(=CC=C1[C@H](C)OC(C(C)C)=O)N1C=NC2=C1C=CC(=C2)NC=2N=NC(=CC2)C 2-methylpropionic acid [(1s)-1-[2-(3-cyano-5-methyl-pyrazol-1-yl)-6-[5-[(6-methylpyridazin-3-yl)amino]benzimidazol-1-yl]-3-pyridyl] ethyl] ester